C(CC)C1=CC=C(CCC2=NC(=CC(=C2C2=CC=C(C=C2)C)O)OCC2OCCCC2)C=C1 2-(4-Propylphenethyl)-6-((tetrahydro-2H-pyran-2-yl)methoxy)-3-(p-tolyl)pyridine-4-ol